FC1=C(C=C(C=C1)N1CCN(CC1)C)B(O)O (2-fluoro-5-(4-methylpiperazin-1-yl)phenyl)boronic acid